methyl 2-([1,1'-biphenyl]-3-carboxamido)-5-oxo-5H-thieno[3,2-b]pyran-6-carboxylate C1(=CC(=CC=C1)C(=O)NC1=CC=2OC(C(=CC2S1)C(=O)OC)=O)C1=CC=CC=C1